CC1=C(C=CC=C1C)C1=C(C=C2C(=N1)C(=NN2)C=2C=CC(=NC2)N2CCS(CC2)(=N)=O)OC 4-(5-(5-(2,3-Dimethylphenyl)-6-methoxy-1H-pyrazolo[4,3-b]pyridin-3-yl)pyridin-2-yl)-1-imino-1λ6-thiomorpholine 1-oxide